C=1C2=CN3C(N=C2C=CC1)=CC(=CC3)C(=O)O pyrido[2,1-b]quinazoline-7-carboxylic acid